2-(bis(4-methoxyphenyl)amino)-9H-fluoren-9-one COC1=CC=C(C=C1)N(C1=CC=2C(C3=CC=CC=C3C2C=C1)=O)C1=CC=C(C=C1)OC